(S)-1-methyl-N-(1-(3-(2-(piperidin-1-yl)pyridin-4-yl)-1,2,4-oxadiazol-5-yl)ethyl)-3-(trifluoromethyl)-1H-pyrazole-5-carboxamide CN1N=C(C=C1C(=O)N[C@@H](C)C1=NC(=NO1)C1=CC(=NC=C1)N1CCCCC1)C(F)(F)F